C(C)(C)(C)OC(=O)N1CC(C(CC1)N1CC(C1)C1=CC=CC=2N(C(N(C21)C)=O)C2C(NC(CC2)=O)=O)(F)F 4-[3-[1-(2,6-dioxo-3-piperidinyl)-3-methyl-2-oxo-benzoimidazol-4-yl]azetidin-1-yl]-3,3-difluoro-piperidine-1-carboxylic acid tert-butyl ester